methyl 3-(2,2-difluoroethyl)-2-(2,6-dimethylpyridin-4-yl)-1H-indole-5-carboxylate FC(CC1=C(NC2=CC=C(C=C12)C(=O)OC)C1=CC(=NC(=C1)C)C)F